1-(1-(dimethylamino)propan-2-yl)-3-((6Z,9Z,28Z,31Z)-heptatriaconta-6,9,28,31-tetraen-19-yl)thiourea CN(CC(C)NC(=S)NC(CCCCCCCC\C=C/C\C=C/CCCCC)CCCCCCCC\C=C/C\C=C/CCCCC)C